COC(=O)C1=CC=C(C=C1)C1(CCCC1)C(=O)N1[C@H](CCC1)C(=O)NC1=C2C=NN(C2=CC=C1)C(=O)OC(C)(C)C tert-Butyl 4-{[1-({1-[4-(methoxycarbonyl)phenyl]cyclopentyl}carbonyl)-D-prolyl]amino}-1H-indazole-1-carboxylate